(7S,7aS)-7-(3,4-dimethoxyphenyl)-1-toluenesulfonyl-2,3,5,6,7,7a-hexahydro-1H-indole COC=1C=C(C=CC1OC)[C@@H]1CCC=C2CCN([C@@H]12)S(=O)(=O)CC1=CC=CC=C1